C1(=CC=CC=C1)S(=O)(=O)N1CCC(CC1)C1=NN(C(=C1)NCC=1SC(=CC1)Cl)C(C(C)(C)C)=O 1-{3-[1-(benzenesulfonyl)piperidin-4-yl]-5-{[(5-chlorothiophen-2-yl)methyl]amino}-1H-pyrazol-1-yl}-2,2-dimethylpropan-1-one